CN1C(C(=CC2=C1N=C(N=C2)NC2=CC=C(C=C2)N2CCN(CC2)C)OC2=C(C=CC=C2)NC(C#C[Si](C)(C)C)=O)=O N-[2-[8-methyl-2-[4-(4-methylpiperazin-1-yl)anilino]-7-oxo-pyrido[2,3-d]pyrimidin-6-yl]oxyphenyl]-3-trimethylsilyl-prop-2-ynamide